FC1(C(C=2C(=CN(C2CC1)C1=CC=C(C=C1)C(F)(F)F)I)O)F 5,5-difluoro-3-iodo-1-(4-(trifluoromethyl)phenyl)-4,5,6,7-tetrahydro-1H-indol-4-ol